O=C1[C@@]2(C=3C(=NC=CC3)N1)CCC1=C(C=C(O1)C(=O)OCC)C2 Ethyl (S)-2'-Oxo-1',2',6,7-tetrahydro-4H-spiro[benzofuran-5,3'-pyrrolo[2,3-b]pyridine]-2-carboxylate